NC1=C2C(=NC=N1)N(N=C2C#CC=2C=CC1=C(N=C(S1)C(F)F)C2)[C@@H]2CN(CC2)C(C=C)=O (S)-1-(3-(4-amino-3-((2-(difluoromethyl)benzo[d]thiazol-5-yl)ethynyl)-1H-pyrazolo[3,4-d]pyrimidin-1-yl)pyrrolidin-1-yl)prop-2-en-1-one